CN1CCN(CC1)CCNC1=NC(=NC(=N1)C1=CC=CC=C1)N1CC2=C(CC1)N=CN2 N-(2-(4-methylpiperazin-1-yl)ethyl)-4-phenyl-6-(3,4,6,7-tetrahydroimidazo[4,5-c]pyridin-5-yl)-1,3,5-triazine-2-amine